ClC1=NC(=CC(=C1C(=O)NC=1SC(=NN1)OC[C@@H]1C[C@@H](CC1)O)C1=CC=NC=C1OC)C chloro-N-(5-(((1s,3r)-3-hydroxycyclopentyl)methoxy)-1,3,4-thiadiazol-2-yl)-5'-methoxy-6-methyl-(4,4'-bipyridine)-3-carboxamide